4-(dimethylamino)-N-[4-[[6-[(4-methoxyphenyl)methyl-amino]-2-(trifluoromethyl)-4-quinolinyl]amino]cyclohexyl]benzamide CN(C1=CC=C(C(=O)NC2CCC(CC2)NC2=CC(=NC3=CC=C(C=C23)NCC2=CC=C(C=C2)OC)C(F)(F)F)C=C1)C